3-(5-(4-((3-isobutylpyrrolidin-1-yl)methyl)-1H-pyrrolo[2,3-b]pyridin-6-yl)-1-oxoisoindolin-2-yl)piperidine-2,6-dione tert-butyl-4-bromo-2-oxo-benzo[ct]indole-1-carboxylate C(C)(C)(C)OC(=O)N1C(C2=C3C(C=CC=C13)=CC(=C2)Br)=O.C(C(C)C)C2CN(CC2)CC2=C1C(=NC(=C2)C=2C=C3CN(C(C3=CC2)=O)C2C(NC(CC2)=O)=O)NC=C1